C(C)(=O)N1C(C(C=C1C1=CC=CC=C1)(CS(=O)(=O)C=1C=C(C)C=CC1)C)=O 1-acetyl-3-methyl-5-phenyl-3-((m-toluenesulfonyl)methyl)-1,3-dihydro-2H-pyrrol-2-one